O1COC2=C1C=CC=C2CN2[C@H](CCC2)C(=O)OC methyl (benzo[d][1,3]dioxol-4-ylmethyl)-D-prolinate